5-fluoro-4-methyl-6-(piperazin-1-yl)pyrimidine hydrochloride Cl.FC=1C(=NC=NC1N1CCNCC1)C